C(C)(C)(C)OC(=O)N1C2C(CCC1)CN(C2)C(C=C)=O.COC2=C(C(=CC=C2)OC)P(C2=C(C=CC=C2OC)OC)C2=C(C(=O)N)C=C(C=C2C(F)(F)F)C(F)(F)F (bis(2,6-dimethoxyphenyl)phosphino)-3,5-bis(trifluoromethyl)benzamide tert-butyl-6-prop-2-enoyl-3,4,4a,5,7,7a-hexahydro-2H-pyrrolo[3,4-b]pyridine-1-carboxylate